azaisobutylglycine N(C(C)C)NCC(=O)O